BrC=1C=NN2C1N=C(N=C2NCC2=NN=C(N2)C2=CC=C(C=C2)C(F)(F)F)N2CCOCC2 8-bromo-2-(morpholin-4-yl)-N-({5-[4-(trifluoromethyl)phenyl]-4H-1,2,4-triazol-3-yl}methyl)pyrazolo[1,5-a][1,3,5]triazin-4-amine